C(C)(C)(C)OC(=O)N1C[C@@H](CC1)NC1=NC(=NC2=C(C(=C(C=C12)C(F)(F)F)Br)F)Cl (R)-3-((7-bromo-2-chloro-8-fluoro-6-(trifluoromethyl)quinazolin-4-yl)amino)pyrrolidine-1-carboxylic acid tert-butyl ester